OCCOC1=C(C2=CC(=CC=C2C=C1)C1=CC=CC2=CC=CC=C12)C1=C(C=CC2=CC=C(C=C12)C1=CC=CC2=CC=CC=C12)OCCO 2,2'-bis(2-hydroxyethoxy)-7,7'-bis(1-naphthyl)-1,1'-binaphthyl